FC(C[NH3+])F 2,2-difluoroethylammonium